2-aminopropylamino-2-propanol NC(CNCC(C)O)C